tert-Butyl 4-{[(7SR,8SR)-2-methyl-7-{[(2S)-oxolane-2-carbonyl]amino}-5,6,7,8-tetrahydroimidazo[1,2-a]pyridin-8-yl]methoxy}piperidine-1-carboxylate CC=1N=C2N(CC[C@@H]([C@@H]2COC2CCN(CC2)C(=O)OC(C)(C)C)NC(=O)[C@H]2OCCC2)C1 |&1:7,8|